FC(C1=CC=C(C(/C=C/C2=CC(=C(C=C2OC)O)Cl)=O)C=C1)(F)F (E)-4'-trifluoromethyl-4-hydroxy-6-methoxy-3-chlorochalcone